2-Chloro-5-methyl-4-[1-[4-[1-methyl-4-(trifluoromethyl)imidazol-2-yl]phenyl]ethoxy]pyrimidine ClC1=NC=C(C(=N1)OC(C)C1=CC=C(C=C1)C=1N(C=C(N1)C(F)(F)F)C)C